O[C@H](C(=O)OC=1C=C(C=CC1)S(=O)(=O)NC)CN[C@@H]1COC2(C1)CCN(CC2)S(=O)(=O)C2=CC(=C(C=C2)OC)C 3-((S)-2-hydroxy-3-((S)-8-(4-methoxy-3-methylphenylsulphonyl)-1-oxa-8-azaspiro[4.5]decan-3-ylamino)propanoyloxy)-N-methylbenzenesulphonamide